4-methoxy-N-[(1R,3S)-3-[[7-methyl-2-(trifluoromethyl)-4-quinolyl]amino]cyclohexyl]benzamide COC1=CC=C(C(=O)N[C@H]2C[C@H](CCC2)NC2=CC(=NC3=CC(=CC=C23)C)C(F)(F)F)C=C1